2-(4-(4-(8-chloro-5,6-dihydro-11H-benzo[5,6]cyclohepta[1,2-b]pyridin-11-ylidene)piperidin-1-yl)butyl)hexahydro-1H-isoindole-1,3(2H)-dione ClC=1C=CC2=C(CCC=3C(=NC=CC3)C2=C2CCN(CC2)CCCCN2C(C3CCCCC3C2=O)=O)C1